(S)-3-(1H-benzo[d]imidazol-6-yl)-5,5-dimethyl-4-phenyloxazolidin-2-one N1C=NC2=C1C=C(C=C2)N2C(OC([C@@H]2C2=CC=CC=C2)(C)C)=O